C(#N)CC1CC(C1)(C1=NN=CN1C)C=1C=C(C=CC1)NC(=O)C=1C=2N(C=C(C1)CN1C[C@H]([C@H](CC1)F)C)C(=CN2)C N-(3-((1s,3S)-3-(cyanomethyl)-1-(4-methyl-4H-1,2,4-triazol-3-yl)cyclobutyl)phenyl)-6-(((3R,4S)-4-fluoro-3-methylpiperidin-1-yl)methyl)-3-methylimidazo[1,2-a]pyridine-8-carboxamide